bicyclo[1.1.0]butan-1-yl(4-((4-((5-(furan-2-yl)-2-methoxyphenyl)amino)-7-methoxy-quinazolin-6-yl)oxy)piperidin-1-yl)methanone C12(CC2C1)C(=O)N1CCC(CC1)OC=1C=C2C(=NC=NC2=CC1OC)NC1=C(C=CC(=C1)C=1OC=CC1)OC